FC1=C(C=CC=C1C=1C=NN(C1)C(C)C1=CC=C(C=C1)F)C1=CC=2N(C=C1)N=C(N2)N 7-(2-fluoro-3-(1-(1-(4-fluorophenyl)ethyl)-1H-pyrazol-4-yl)phenyl)-[1,2,4]triazolo[1,5-a]pyridin-2-amine